CC1=CN=C(S1)C=1C=C(C(=O)NCC=2C=NC(=NC2)C(F)(F)F)C=C(C1)OC[C@H]1CNCCO1 3-(5-Methyl-1,3-thiazol-2-yl)-5-[(2R)-morpholin-2-ylmethoxy]-N-{[2-(trifluoromethyl)pyrimidin-5-yl]methyl}benzamide